CC(C)(C)C(CC(=O)NNC(CCC1=CC=CC=C1)=O)C=1C=C(C(C(C1)(C(C)(C)C)C(C)(C)C)(O)O)C(C)(C)C Benzenepropanoic acid, 3,5-bis(1,1-dimethylethyl)-4-hydroxy-2-[3-[3,5-bis(1,1-dimethylethyl)-4-hydroxyphenyl]-1-oxopropyl]hydrazide